tert-butyl (1-(6-(((5-bromo-7-((2-(trimethylsilyl)ethoxy)methyl)-7H-pyrrolo[2,3-d]pyrimidin-4-yl)amino)methyl)pyridin-2-yl)azetidin-3-yl)(methyl)carbamate BrC1=CN(C=2N=CN=C(C21)NCC2=CC=CC(=N2)N2CC(C2)N(C(OC(C)(C)C)=O)C)COCC[Si](C)(C)C